C1(CC1)CN[C@H]1[C@@H](C1)C=1C=C(SC1)C(=O)NC=1C=NN(C1)C 4-((1S,2R)-2-((cyclopropylmethyl)amino)-cyclopropyl)-N-(1-methyl-1H-pyrazol-4-yl)thiophene-2-carboxamide